methyl [1-({6-[(2S)-butan-2-ylamino]-2-(pyrazolo[5,1-b][1,3]thiazol-7-yl)pyrimidin-4-yl}carbonyl)piperidin-4-yl]carbamate C[C@@H](CC)NC1=CC(=NC(=N1)C=1C=NN2C1SC=C2)C(=O)N2CCC(CC2)NC(OC)=O